FC1=CC(=NC=C1)NC(N(CC1=NNC(=C1)C(F)(F)F)C=1C=NC(=NC1)OC)=O (4-fluoropyridin-2-yl)-1-(2-methoxypyrimidin-5-yl)-1-((5-(trifluoromethyl)-1H-pyrazol-3-yl)methyl)urea